4-(bromomethyl)-5-cyclopropyl-3-(2,6-dichloro-4-fluorophenyl)isoxazole BrCC=1C(=NOC1C1CC1)C1=C(C=C(C=C1Cl)F)Cl